normal-heptane CCCCCCC